C1(=CC=CC=C1)C(C(=O)NC1=C(C=C(S1)C(=O)OC)C#N)CC methyl 5-(2-phenylbutanamido)-4-cyanothiophene-2-carboxylate